N1C(=NC2=C1C=CC=C2)C2=CC(=NN2CC2=CC=C(C=C2)OC)NC(C2=CC=C(C=C2)Br)=O N-[5-(1H-benzimidazol-2-yl)-1-[(4-methoxyphenyl)methyl]pyrazol-3-yl]-4-bromo-benzamide